C1(CCCC1)=CC1=C(C(=CC=C1)C)B1OC(C(O1)(C)C)(C)C 2-[2-(cyclopentylidenemethyl)-6-methyl-phenyl]-4,4,5,5-tetramethyl-1,3,2-dioxaborolane